CC1OCC(CO1)OCC(CO)(COC1COC(OC1)C)COC1COC(OC1)C 3-(((2S,5s)-2-methyl-1,3-dioxan-5-yl)oxy)-2,2-bis((((2S,5s)-2-methyl-1,3-dioxan-5-yl)oxy)methyl)propan-1-ol